The molecule is an amidobenzoate that is the conjugate base of 4-acetamidobenzoic acid, arising from deprotonation of the carboxy group; major species at pH 7.3. It is a conjugate base of a 4-acetamidobenzoic acid. CC(=O)NC1=CC=C(C=C1)C(=O)[O-]